4-(1H-[1,2,3]triazolo[4,5-b]pyrazin-6-yl)benzoic acid N1N=NC=2C1=NC(=CN2)C2=CC=C(C(=O)O)C=C2